C(C)(C)C=1C(=NNC1C=1C=C(C=2N(C1)N=CN2)OC)C2=NC=C(C=C2)C2CCN(CC2)C2COC2 6-(4-isopropyl-3-(5-(1-(oxetan-3-yl)piperidin-4-yl)pyridin-2-yl)-1H-pyrazol-5-yl)-8-methoxy-[1,2,4]triazolo[1,5-a]pyridine